O1C(C=CN=CC2=C1C=CC=C2)C(=O)O.C2(CC1C(CC2)O1)CCOOO[SiH3] 2-(3,4-epoxycyclohexyl)ethyl-trioxysilane [1,5]benzoxazocine-2-carboxylate